BrC1=CC(=C(C=C1)CS(=O)(=O)NCC1=C(C=C(C=C1)OC)OC)I 1-(4-bromo-2-iodophenyl)-N-[(2,4-dimethoxyphenyl)methyl]methanesulfonamide